(S)-2-(3-(5-Amino-6-(1H-pyrazol-4-yl)pyrazin-2-yl)-4-methylphenyl)-3,3,3-trifluoropropane-1,2-diol NC=1N=CC(=NC1C=1C=NNC1)C=1C=C(C=CC1C)[C@](CO)(C(F)(F)F)O